trans-3-(4-(2-((4-aminocyclohexyl)amino)-5-fluoropyrimidin-4-yl)pyridin-2-yl)-1,3-oxazinan-2-one N[C@@H]1CC[C@H](CC1)NC1=NC=C(C(=N1)C1=CC(=NC=C1)N1C(OCCC1)=O)F